S1C(=NC2=C1C=CC=C2)C(CCC)O (benzothiazol-2-yl)butan-1-ol